FC1=C(C=CC(=C1)SC)C1=NN2C(=NC=3C=CC=CC3C2=N1)NC=1C(N=CC=CC1)=O (3R)-3-({2-[2-fluoro-4-(methylthio)phenyl][1,2,4]triazolo[1,5-c]quinazolin-5-yl}amino)azepin-2-one